bis(2-hexyloxyethoxyethyl) sebacate C(CCCCCCCCC(=O)OCCOCCOCCCCCC)(=O)OCCOCCOCCCCCC